C1(CC1)C1=C(C=CC(=C1)C1=NOC(=N1)C)C1=NC=C(C=N1)C(=O)OCC ethyl 2-(2-cyclopropyl-4-(5-methyl-1,2,4-oxadiazol-3-yl)phenyl)pyrimidine-5-carboxylate